2-(6-Chloropyridin-3-yl)-2,2-difluoroacetic acid ethyl ester C(C)OC(C(F)(F)C=1C=NC(=CC1)Cl)=O